CN1C[C@@H](C[C@@H]1C)C(=O)Cl |r| rac-(3R,5S)-1,5-Dimethylpyrrolidine-3-carbonyl chloride